NC1=NN(C2=CC=C(C=C12)C1=CC(=CC=C1)C#C[C@]1(C(N(CC1)C)=O)O)C(=O)OC(C)(C)C (R)-tert-butyl 3-amino-5-[3-[2-(3-hydroxy-1-methyl-2-oxo-pyrrolidin-3-yl)ethynyl]phenyl]indazole-1-carboxylate